(diphenylfluorenyl)(dibenzofuranylphenyl)(naphthylphenyl)amine C1(=CC=CC=C1)C=1C(=C(C=2CC3=CC=CC=C3C2C1)N(C1=C(C=CC=C1)C1=CC=CC2=CC=CC=C12)C1=C(C=CC=C1)C1=CC=CC=2OC3=C(C21)C=CC=C3)C3=CC=CC=C3